Benzyl (S)-2-(cyanomethyl)-4-(6-((8-hydroxynaphthalen-1-yl)methyl)-2-(((S)-1-methylpyrrolidin-2-yl)methoxy)-6,7-dihydro-5H-pyrrolo[3,4-d]pyrimidin-4-yl)piperazine-1-carboxylate C(#N)C[C@@H]1N(CCN(C1)C=1C2=C(N=C(N1)OC[C@H]1N(CCC1)C)CN(C2)CC2=CC=CC1=CC=CC(=C21)O)C(=O)OCC2=CC=CC=C2